1-Methyl-2-(6-trifluoromethoxy-benzothiazol-2-ylamino)-1H-benzoimidazole-5-carboxylic acid (3-hydroxy-2,2-dimethyl-propyl)-amide OCC(CNC(=O)C1=CC2=C(N(C(=N2)NC=2SC3=C(N2)C=CC(=C3)OC(F)(F)F)C)C=C1)(C)C